C(C)OC(=S)[S-].C(C)OC(=S)S.[Na+].C1=CC=CC=2C3=CC=CC=C3N(C12)C1=CC(=CC=C1)N1C2=CC=CC=C2C=2C=CC=CC12 1,3-Bis(N-carbazolyl)benzene sodium ethyl-xanthate (ethyl-xanthate)